NC=1SC2=C(N1)C=CC(=C2)C2=NN(C(=C2)C2=CC(=CC=C2)C)CC2=CC=C(C(=O)NO)C=C2 4-{[3-(2-aminobenzo[d]thiazol-6-yl)-5-(3-methylphenyl)-1H-pyrazol-1-yl]methyl}-N-hydroxybenzoamide